C(C(=C)C)(=O)OCCCCCCOC(C(=C)C)=O 1,6-hex-anediol dimethacrylate